3-pyrrolylindanyl-tert-butylamino-monomethyl-titanium N1C(=CC=C1)C1CC(C2=CC=CC=C12)[Ti](C)NC(C)(C)C